1,2-distearoyl-sn-glycero-3-phosphoglycerol, sodium salt [Na].C(CCCCCCCCCCCCCCCCC)(=O)OC[C@@H](OC(CCCCCCCCCCCCCCCCC)=O)COP(=O)(O)OCC(O)CO